C(C)N1C=NC=C1CNC=1C=C(C(=O)OC)C=CC1[N+](=O)[O-] methyl 3-[(3-ethylimidazol-4-yl)methylamino]-4-nitro-benzoate